CNC1=CC2=C(C=C1)C=C3C=CC(=[NH+]C)C=C3O2 The molecule is an iminium ion obtained by protonation of the imino group of acridine red free base. It is a conjugate acid of an acridine red 3B free base.